F[C@@H]1[C@@H](C1)N1C(C(=CC=C1)NC(=O)C=1C(=NC=2N(C1)C=C(N2)[C@]21CO[C@](CC2)(C1)C)OC(C)C)=O N-(1-((1R,2S)-2-fluorocyclopropyl)-2-oxo-1,2-dihydropyridin-3-yl)-7-isopropoxy-2-((1R,4S)-1-methyl-2-oxabicyclo[2.2.1]heptan-4-yl)imidazo[1,2-a]pyrimidine-6-carboxamide